F[C@H]1CC(CC[C@H]1NC1=C2C=C(N(C2=CC=C1)CC(F)(F)F)C#CCNC1=C(C=C(C=C1)S(=O)(=O)C)OC)O (3S,4R)-3-fluoro-4-[(2-{3-[(4-methane-sulfonyl-2-methoxy-phenyl)amino]prop-1-yn-1-yl}-1-(2,2,2-trifluoroethyl)-1H-indol-4-yl)amino]cyclohexan-1-ol